4'-(benzyloxy)-8'-(5-chloro-6-fluoro-1-(tetrahydro-2H-pyran-2-yl)-1H-benzo[f]indazol-4-yl)-2'-(methylthio)spiro[cyclopropane-1,9'-pyrido[4',3':3,4]cyclopenta[1,2-d]pyrimidine] C(C1=CC=CC=C1)OC=1C2=C(N=C(N1)SC)C1(C3=C2C=CN=C3C3=C2C=NN(C2=CC2=C3C(=C(C=C2)F)Cl)C2OCCCC2)CC1